N1CC=C(CCC1)C1=CC=C(C=C1)C1=CC(=CC2=CC(=CC=C12)C1=CC=C(C=C1)C(F)(F)F)C(=O)O 4-(4-(2,5,6,7-tetrahydro-1H-azepin-4-yl)phenyl)-7-(4-(trifluoromethyl)phenyl)-2-naphthoic acid